5-chloro-1'-[2-({2-[(1S) or (1R)-1-methanesulfonylethyl]pyrimidin-5-yl}oxy)ethyl]-1,2-dihydrospiro[indole-3,4'-piperidin]-2-one ClC=1C=C2C(=CC1)NC(C21CCN(CC1)CCOC=1C=NC(=NC1)[C@H](C)S(=O)(=O)C)=O |o1:24|